1-{[(2s,3s)-3-methyl-5-oxopyrrolidin-2-yl]methoxy}-7-(prop-2-yloxy)isoquinoline-6-carboxamide C[C@@H]1[C@H](NC(C1)=O)COC1=NC=CC2=CC(=C(C=C12)OC(C)C)C(=O)N